C(CCCCCCCC)OC(=O)CCCC(CCCCCN)(N)CCCC(=O)OCCCCCCCCC Bis((nonyloxycarbonyl)propyl)hexane-1,6-diamine